3-(4-cyano-3-fluoro-phenyl)-4-(6,7-difluoro-1-methyl-benzotriazol-5-yl)benzoic acid C(#N)C1=C(C=C(C=C1)C=1C=C(C(=O)O)C=CC1C1=CC2=C(N(N=N2)C)C(=C1F)F)F